(S)-N-(1-(6-(Piperazin-1-yl)pyridin-2-yl)ethyl)-5-(tetrahydro-2H-pyran-4-yl)-7H-pyrrolo[2,3-d]pyrimidin-4-amine N1(CCNCC1)C1=CC=CC(=N1)[C@H](C)NC=1C2=C(N=CN1)NC=C2C2CCOCC2